C=1(O)C2=C(O)C(=CC1)C1=CC=CC=C1COCC1=CC=CC=C12 resorcinoldibenzyl ether